dioxo-1,2,6,7-tetrahydropyrido[3,4-d]pyridazin-4-yl 2,4,6-triisopropylbenzenesulfonate C(C)(C)C1=C(C(=CC(=C1)C(C)C)C(C)C)S(=O)(=O)OC1=NNC(C=2C1=CNC(C2)=O)=O